ClC=1C(=CC(=NC1)NC1=NN2C(C(N(CC2)C)=O)=C1)NC1=C(C(=O)NOC)C=CC=C1 2-({5-chloro-2-[(5-methyl-4-oxo-4,5,6,7-tetrahydropyrazolo[1,5-a]pyrazin-2-yl)amino]pyridin-4-yl}amino)-N-methoxybenzamide